4-(((2-(2,4-Dichlorophenyl)oxazol-5-yl)methyl)amino)-2-(2,6-Dioxopiperidin-3-yl)isoindolin-1,3-dione ClC1=C(C=CC(=C1)Cl)C=1OC(=CN1)CNC1=C2C(N(C(C2=CC=C1)=O)C1C(NC(CC1)=O)=O)=O